C(C)(C)N1CCC(CC1)N1N=CC(=C1)NC1=NC=C(C(=N1)NCCCN1C(CCCC1)=O)C(F)(F)F 1-(3-((2-((1-(1-isopropylpiperidin-4-yl)-1H-pyrazol-4-yl)amino)-5-(trifluoromethyl)pyrimidin-4-yl)amino)propyl)piperidin-2-one